BrC=1C=CC(=NC1)[N+](=O)[O-] 5-bromo-2-nitropyridine